C(C)C1=C(C=CC(=C1F)F)[C@H]1[C@H](O[C@@]([C@H]1C)(C(F)(F)F)C)C(=O)NC1=CC(=NC=C1)C(=O)N 4-[[(2S,3s,4s,5s)-3-(2-ethyl-3,4-difluoro-phenyl)-4,5-dimethyl-5-(trifluoromethyl)tetrahydrofuran-2-carbonyl]amino]pyridine-2-carboxamide